FC1=C(C(=CC=C1)[N+](=O)[O-])CO (2-fluoro-6-nitrophenyl)methanol